C(C)OCCOCC#CC1=NC(=CC(=C1)OCC1=CC=C(C=C1)OC)OCC1=CC=C(C=C1)OC 2-(3-(2-ethoxyethoxy)prop-1-yn-1-yl)-4,6-bis((4-methoxybenzyl)oxy)pyridine